ClC1=CC=C(C=C1)NC(=O)C=1OC(=CC1)C1=C(C=CC=C1)OC1CCNCC1 N-(4-Chlorophenyl)-5-(2-(piperidin-4-yloxy)phenyl)furan-2-carboxamide